(1R,3S)-3-(3-{[(5-methyl-1,3,4-oxadiazol-2-yl)acetyl]amino}-1H-pyrazol-5-yl)cyclopentyl (2S)-butan-2-ylcarbamate C[C@@H](CC)NC(O[C@H]1C[C@H](CC1)C1=CC(=NN1)NC(CC=1OC(=NN1)C)=O)=O